N-((R*)-(6-((R)-Cyclopropyl(2-(3,3-difluorocyclobutyl)acetamido)methyl)-1H-benzo[d]imidazol-2-yl)((S*)-tetrahydro-2H-pyran-2-yl)methyl)-1-isopropyl-1H-pyrazole-5-carboxamide C1(CC1)[C@H](C=1C=CC2=C(NC(=N2)[C@@H](NC(=O)C2=CC=NN2C(C)C)[C@H]2OCCCC2)C1)NC(CC1CC(C1)(F)F)=O |o1:12,24|